OCCCN1C(C(NC2=CC(=CC=C12)C=1C=NC=CC1)=O)=O 1-(3-hydroxypropyl)-6-(pyridin-3-yl)-1,4-dihydroquinoxaline-2,3-dione